N(=[N+]=[N-])CCOCCOCCOCCOCCOCCS(=O)C1=C2CNC(C2=CC=C1)=O 4-((17-azido-3,6,9,12,15-pentaoxaheptadecyl)sulfinyl)-1-oxoisoindolin